N,N'-((1,1,3,3-Tetramethyldisiloxane-1,3-diyl)bis(propane-3,1-diyl))dibenzenesulfonamide C[Si](O[Si](C)(C)CCCNS(=O)(=O)C1=CC=CC=C1)(C)CCCNS(=O)(=O)C1=CC=CC=C1